2-hydroxy-3-(4-benzoylphenoxy)-N,N,N-trimethyl-1-propenylammonium chloride monohydrate O.[Cl-].OC(=C[N+](C)(C)C)COC1=CC=C(C=C1)C(C1=CC=CC=C1)=O